N-(3-fluoro-5-(3-methylimidazo[1,2-a]pyridin-6-yl)phenyl)acetamide FC=1C=C(C=C(C1)C=1C=CC=2N(C1)C(=CN2)C)NC(C)=O